bromo-4-chloroisoquinoline BrC1=NC=C(C2=CC=CC=C12)Cl